F[Sn]=O Fluoro-Tin oxide